CC1N(CCN(C1)C)C1=C(C=CC=C1OCCO)F 4-(2,4-dimethylpiperazin-1-yl)-3-fluoro-5-(2-hydroxyethoxy)benzene